FC1=C(C(=O)OC)C=CC(=C1C)F methyl 2,4-difluoro-3-methylbenzoate